6-[5-methyl-1-(4-piperidyl)triazol-4-yl]-4-[1-[5-(trifluoromethyl)-3-pyridyl]ethoxy]pyrazolo[1,5-a]pyridine-3-carbonitrile CC1=C(N=NN1C1CCNCC1)C=1C=C(C=2N(C1)N=CC2C#N)OC(C)C=2C=NC=C(C2)C(F)(F)F